cyclohepta[1,2-e]inden-1(2H)-one C1(CC=C2C=CC=3C(=C12)C=CC=CC3)=O